1-cyclobutyl-2-(3-methoxy-2-methylphenyl)-2-(phenylsulfonyl)ethan-1-ol C1(CCC1)C(C(S(=O)(=O)C1=CC=CC=C1)C1=C(C(=CC=C1)OC)C)O